6-(4-Fluoropiperidin-1-yl)-1,2,3,4-tetrahydroisoquinoline hydrochloride Cl.FC1CCN(CC1)C=1C=C2CCNCC2=CC1